(E)-N-(2-(2-fluoroethoxy)ethyl)-2-(3-methoxy-4-(methoxymethoxy)phenylvinyl)-N,5-dimethylbenzo[d]thiazol-6-amine FCCOCCN(C1=CC2=C(N=C(S2)\C=C\C2=CC(=C(C=C2)OCOC)OC)C=C1C)C